CC(C(=O)O)(C)C1=CC(=C(C=C1)O)O methyl-3,4-dihydroxyphenylpropionic acid